FC1=C2C=C(C=NC2=CC(=C1C(C)N1N=NC=2C1=NC(=CN2)C=2OC=CC2)F)C=2C=NN(C2)C 5,7-difluoro-6-(1-(6-(furan-2-yl)-1H-[1,2,3]triazolo[4,5-b]pyrazin-1-yl)ethyl)-3-(1-methyl-1H-pyrazol-4-yl)quinoline